NC1=NC(=C(C2=CC=CC=C12)OCC)C=1C=C2CN(C(C2=CC1)=O)[C@@H]1C(NC(CC1)=O)=O (3S)-3-[5-(1-amino-4-ethoxyisoquinolin-3-yl)-1-oxo-2,3-dihydro-1H-isoindol-2-yl]piperidine-2,6-dione